ClC=1N=CN(C1)C1=C(C=C(C=C1)NC1=NN2C(C(=CC=C2O[C@H](C(F)(F)F)C)C(F)(F)F)=N1)OC N-[4-(4-Chloroimidazol-1-yl)-3-methoxy-phenyl]-8-(trifluoromethyl)-5-[(1S)-2,2,2-trifluoro-1-methyl-ethoxy]-[1,2,4]triazolo[1,5-a]pyridin-2-amine